(rac)-N-[5-[2-methyl-4-[(2-methyl-7-oxa-2-azaspiro[3.5]nonan-3-yl)methoxy]pyrazol-3-yl]pyrazolo[1,5-a]pyridin-2-yl]cyclopropanecarboxamide CN1N=CC(=C1C1=CC=2N(C=C1)N=C(C2)NC(=O)C2CC2)OC[C@@H]2N(CC21CCOCC1)C |r|